NC=1C(N(C(N(C1)C)=O)CC1=NC(=NO1)C[C@H](O)C1=CC=C(C=C1)Cl)=O 5-amino-3-({3-[(2S)-2-(4-chlorophenyl)-2-hydroxyethyl]-1,2,4-oxadiazol-5-yl}methyl)-1-methyl-1,2,3,4-tetrahydropyrimidine-2,4-dione